[K].N1C(CCC1)=O pyrrolidinone-potassium salt